C(CCCCC)C1=C(C=C(O)C=C1)O 4-n-Hexylresorcin